BrC1=CC=2C3=C(C=NC2C=C1)NC(N3C=3C=CC(=NC3)C(C#N)(C)C)=O 2-(5-(8-bromo-2-oxo-2,3-dihydro-1H-imidazo[4,5-c]quinolin-1-yl)pyridin-2-yl)-2-methylpropanenitrile